3,3-Bis(4-hydroxyphenyl)-2-phenylprop-2-enenitrile OC1=CC=C(C=C1)C(=C(C#N)C1=CC=CC=C1)C1=CC=C(C=C1)O